3-((3-cyclopropoxypyridin-4-yl)methoxy)-5-(2,5-dimethyl-1,2,3,4-tetrahydroisoquinolin-7-yl)pyrazin-2-amine C1(CC1)OC=1C=NC=CC1COC=1C(=NC=C(N1)C1=CC(=C2CCN(CC2=C1)C)C)N